NC1=CC(=C(C(F)(F)F)C=C1)F 4-amino-2-fluorotrifluorotoluene